NCC(=O)O[C@H]1[C@H](N(C[C@@H]1OC(=O)OC(C)(C)C)C(=O)OC(C)(C)C)CC1=CC=C(C=C1)OC tert-butyl (2R,3S,4S)-3-[(2-aminoacetyl) oxy]-4-[(tert-butoxycarbonyl)oxy]-2-[(4-methoxyphenyl)methyl]pyrrolidine-1-carboxylate